CNC=1N=C(C(=NC1C=1C2=C(N=NC1)N(C=N2)C)C(=O)N)NC2=CC=C(C=C2)N2CCOCC2 5-(Methylamino)-6-(7-methylimidazo[4,5-c]pyridazin-4-yl)-3-(4-morpholinoanilino)pyrazin-2-carboxamid